8-[cyclopentyl(hydroxy)methyl]-4-[(2R)-3-(3,4-dihydro-1H-isoquinolin-2-yl)-2-hydroxy-propyl]-2,3-dihydro-1,4-benzoxazepin-5-one C1(CCCC1)C(C1=CC2=C(C(N(CCO2)C[C@@H](CN2CC3=CC=CC=C3CC2)O)=O)C=C1)O